OCCC=1C=C(C=CC1)S(=O)(=O)Cl 3-(2-hydroxyethyl)benzene-1-sulfonyl chloride